(2S,5S)-5-{[tert-butylbis(phenyl)siloxy]methyl}-9-[(E)-2-ethoxyethenyl]-2-isopropyl-1-methyl-1,4,5,6-tetrahydro-1,4-benzodiazocin-3(2H)-one C(C)(C)(C)[Si](OC[C@H]1NC([C@@H](N(C2=C(C1)C=CC(=C2)\C=C\OCC)C)C(C)C)=O)(C2=CC=CC=C2)C2=CC=CC=C2